Vinyltriacetoxy-silan C(=C)[Si](OC(C)=O)(OC(C)=O)OC(C)=O